Ethyl [(3-fluorobicyclo[1.1.1]pentan-1-yl)carbamoyl]carboxylate FC12CC(C1)(C2)NC(=O)C(=O)OCC